3-(7'-Oxo-3',4',7',9'-tetrahydro-8'H-spiro[piperidin-4,2'-pyrano[2,3-e]isoindol]-8'-yl)piperidin-2,6-dione O=C1N(CC2=C3C(=CC=C12)CCC1(O3)CCNCC1)C1C(NC(CC1)=O)=O